N-[2-(2,2-Difluoro-3-hydroxy-propyl)-6-morpholino-1-oxo-isoindolin-5-yl]pyrazolo[1,5-a]pyrimidine-3-carboxamide FC(CN1C(C2=CC(=C(C=C2C1)NC(=O)C=1C=NN2C1N=CC=C2)N2CCOCC2)=O)(CO)F